8-(2-amino-6-methylpyridin-4-yl)-2-(2,6-difluorobenzyl)-7-(oxazol-2-yl)-[1,2,4]triazolo[1,5-c]pyrimidin-5-amine NC1=NC(=CC(=C1)C=1C=2N(C(=NC1C=1OC=CN1)N)N=C(N2)CC2=C(C=CC=C2F)F)C